[C-]#N.[Zn+2].[Ni+2].[C-]#N.[C-]#N.[C-]#N nickel zinc cyanide